6-{8-azabicyclo[3.2.1]oct-2-en-3-yl}-5-{3-fluoro-4-[(4-methylpyrimidin-2-yl)oxy]phenyl}-7-methyl-5H-pyrrolo[3,2-d]pyrimidin-4-amine C12C=C(CC(CC1)N2)C2=C(C=1N=CN=C(C1N2C2=CC(=C(C=C2)OC2=NC=CC(=N2)C)F)N)C